N1N=C(C=C1)C1=C(C(=O)O)C=CC=C1 diazol-3-yl-benzoic acid